FC(C1=NN=C2N1N=C(CC2)N2CCC(CC2)C2=CC=C(C=C2)NC(C2=NC=CC=C2)=O)(F)F N-(4-(1-(3-(trifluoromethyl)-7,8-dihydro-[1,2,4]Triazolo[4,3-b]Pyridazin-6-yl)piperidin-4-yl)phenyl)picolinamide